5-((tetrahydro-2H-pyran-4-yl)oxy)benzoic acid O1CCC(CC1)OC=1C=CC=C(C(=O)O)C1